COC1=CC=C(C2=C1NC(=N2)N2CSC=C2)C2=CC=CC=C2 N-(7-methoxy-4-phenyl-1H-1,3-benzodiazol-2-yl)-1,3-thiazole